(S)-N-(5-(2-(2-aminopyridin-3-yl)-5-(4-methyl-1H-pyrazol-1-yl)-3H-imidazo[4,5-b]pyridin-3-yl)-2,3-dihydro-1H-inden-1-yl)-3-formyl-4-hydroxybenzamide NC1=NC=CC=C1C1=NC=2C(=NC(=CC2)N2N=CC(=C2)C)N1C=1C=C2CC[C@@H](C2=CC1)NC(C1=CC(=C(C=C1)O)C=O)=O